ClC=1C=CC(=C(C1)S(=O)(=O)NC1=CC=2C(NC3(COC2N=C1)CC3)=O)OC(F)(F)F 5-chloro-N-(5'-oxo-4',5'-dihydrospiro[cyclopropane-1,3'-pyrido[3,2-f][1,4]oxazepin]-7'-yl)-2-(trifluoromethoxy)benzenesulfonamide